ClC=1C=C(C=C(C1OC1=NNC(C2=CC(=C(C=C12)F)F)=O)Cl)N1C(NC(C(=C1)C#N)=O)=O 1-(3,5-dichloro-4-((6,7-difluoro-4-oxo-3,4-dihydro-phthalazin-1-yl)oxy)phenyl)-2,4-dioxo-1,2,3,4-tetrahydropyrimidine-5-carbonitrile